2-(2-(((1H-benzo[d]imidazol-2-yl)methyl)carbamoyl)-2,3-dihydro-1H-inden-2-yl)acetic acid N1C(=NC2=C1C=CC=C2)CNC(=O)C2(CC1=CC=CC=C1C2)CC(=O)O